CC=1C(=NC=CC1)CC1=CC=CC=C1 Methyl-Benzyl-Pyridine